pentanamine dichloride ruthenium (III) [Ru+3].[Cl-].[Cl-].C(CCCC)N